N-[(3R)-7-[[(2-cyano-2-methyl-propionyl)amino]carbamoyl]-4-oxo-3,5-dihydro-2H-1,5-benzothiazepine-3-Yl]carbamic acid tert-butyl ester C(C)(C)(C)OC(N[C@H]1CSC2=C(NC1=O)C=C(C=C2)C(NNC(C(C)(C)C#N)=O)=O)=O